ClC1=NC=C(C(=N1)C)C(=O)NC=1N=C(SC1)C1=CC(=C(C=C1)Cl)Cl 2-chloro-N-(2-(3,4-dichlorophenyl)thiazol-4-yl)-4-methylpyrimidine-5-carboxamide